3-(4-methoxyphenyl)-2-methylquinazolin-4(3H)-one COC1=CC=C(C=C1)N1C(=NC2=CC=CC=C2C1=O)C